6-tert-butyl-5-(3,4-dichlorophenyl)-4-(2-methoxypyridin-3-yloxy)thieno[2,3-d]pyrimidine C(C)(C)(C)C1=C(C2=C(N=CN=C2OC=2C(=NC=CC2)OC)S1)C1=CC(=C(C=C1)Cl)Cl